dichlorotetra-fluoroethane ClC(C(F)(F)F)(F)Cl